C(CCC(=O)[O-])(=O)OCC(CCCC)CC.[Na+] sodium (2-ethylhexyl) succinate